C12(CC3CC(CC(C1)C3)C2)C=2C=CC(=C(C=NNC3=CC=C(C=C3)OC)C2)O 2-(5-(adamantan-1-yl)-2-hydroxybenzylidene)-N-(4-methoxyphenyl)hydrazine